2-[3-(trifluoromethoxy)phenyl]Sulfonyl-2,6-diazaspiro[3.3]Heptane-6-carboxylic acid tert-butyl ester C(C)(C)(C)OC(=O)N1CC2(CN(C2)S(=O)(=O)C2=CC(=CC=C2)OC(F)(F)F)C1